Methyl (3-fluoro-2-nitrophenyl)-L-isoleucinate FC=1C(=C(C=CC1)N[C@@H]([C@@H](C)CC)C(=O)OC)[N+](=O)[O-]